6-chloro-2-(1-methyl-1H-pyrazol-4-yl)pyridin-3-amine ClC1=CC=C(C(=N1)C=1C=NN(C1)C)N